ClCC(CCCCCC)Cl 1,2-dichlorooctane